C12CC(CC2C1)OC1=C(C=C(C=C1F)NC(=O)C=1N=C(OC1CC(F)(F)F)N(CCC)CCOC)F N-(4-(cis-bicyclo[3.1.0]hexan-3-yloxy)-3,5-difluorophenyl)-2-((2-methoxyethyl)(propyl)amino)-5-(2,2,2-trifluoroethyl)oxazole-4-carboxamide